ClC1=C(C=CC(=C1)F)/C(=C(/O)\C=1C=C2C=NNC2=CC1)/C(C)C1=CC=C(C=C1)/C=C/C(=O)O (E)-3-(4-((E)-2-(2-chloro-4-fluorophenyl)-1-(1H-indazol-5-yl)but-1-en-1-ol-yl)phenyl)acrylic acid